N1=CC(=CC=C1)CCC1CC(O1)=O 4-(2-(pyridin-3-yl)ethyl)oxetan-2-one